trans-4-[2-Methyl-2-[3-(triazol-2-ylmethyl)cyclobutyl]propanoyl]-3,5-dihydro-2H-pyrido[3,4-f][1,4]oxazepine-9-carbonitrile CC(C(=O)N1CCOC2=C(C1)C=NC=C2C#N)(C)[C@@H]2C[C@H](C2)CN2N=CC=N2